(R)-N-(2-fluoro-3-hydroxy-3-methylbutyl)-4-((3-hydroxy-3-methylbutyl)amino)-6-(pyridin-3-yl)pyrrolo[1,2-b]pyridazine-3-carboxamide F[C@H](CNC(=O)C1=C(C=2N(N=C1)C=C(C2)C=2C=NC=CC2)NCCC(C)(C)O)C(C)(C)O